C(#C)C=1C(=NC=C(C1)OC)C#N 3-ethynyl-5-methoxy-pyridine-2-carbonitrile